N-((4-fluorophenyl)(methyl)(oxo)-λ6-sulfanylidene)-1-(4-(5-(trifluoromethyl)-1,2,4-oxadiazol-3-yl)phenyl)-1H-pyrrole-3-carboxamid FC1=CC=C(C=C1)S(=NC(=O)C1=CN(C=C1)C1=CC=C(C=C1)C1=NOC(=N1)C(F)(F)F)(=O)C